C(CC)OC(C(Br)OCCC)Br 1,2-dipropoxy-1,2-dibromoethane